3-(5-Chloro-2-(methoxy-d3)-3-nitrophenyl)-1-methyl-1H-1,2,4-triazole ClC=1C=C(C(=C(C1)C1=NN(C=N1)C)OC([2H])([2H])[2H])[N+](=O)[O-]